C(C)(C)(C)OC(=O)N[C@H]1CC[C@@H](OC1)C(=O)O (2R,5S)-5-((t-Butoxycarbonyl)amino)tetrahydro-2H-pyran-2-carboxylic acid